N-((1S,2R)-2-((4-cyclopropyl-2-(morpholine-4-carbonyl)-6-nitrophenyl)amino)cyclohexyl)-5-fluoro-2-oxo-1,2-dihydroquinoline-4-carboxamide C1(CC1)C1=CC(=C(C(=C1)[N+](=O)[O-])N[C@H]1[C@H](CCCC1)NC(=O)C1=CC(NC2=CC=CC(=C12)F)=O)C(=O)N1CCOCC1